(4S)-4-[(2S)-3-Hydroxy-2-(6-methylheptanamido)propanamido]-2,2,6-trimethyl-3-oxoheptanoic acid OC[C@@H](C(=O)N[C@H](C(C(C(=O)O)(C)C)=O)CC(C)C)NC(CCCCC(C)C)=O